FC=1C(=CC(=NC1C1=CC=C(C=C1)F)OC1[C@@H]2CN(C[C@H]12)C(=O)C=1C(=NN(C1)C1=NC=CC=N1)C)C(C)(C)O ((1R,5S,6s)-6-((5-fluoro-6-(4-fluorophenyl)-4-(2-hydroxypropan-2-yl)pyridin-2-yl)oxy)-3-azabicyclo[3.1.0]hexan-3-yl)(3-methyl-1-(pyrimidin-2-yl)-1H-pyrazol-4-yl)methanone